4-(4-cyclopropyl-1H-imidazol-1-yl)-5-methoxypyridin-2-amine C1(CC1)C=1N=CN(C1)C1=CC(=NC=C1OC)N